(2R,3S,5R)-5-(6-amino-2-fluoro-9H-purin-9-yl)-2-((decanoyloxy) methyl)-2-ethynyl-tetra-hydrofuran-3-yl decanoate C(CCCCCCCCC)(=O)O[C@@H]1[C@@](O[C@H](C1)N1C2=NC(=NC(=C2N=C1)N)F)(C#C)COC(CCCCCCCCC)=O